N-(9-((2R,3R,4R,5S)-4-amino-3-((tert-butyldimethylsilyl)oxy)-5-(hydroxymethyl)tetrahydrofuran-2-yl)-6-oxo-6,9-dihydro-1H-purin-2-yl)isobutyramide N[C@H]1[C@H]([C@@H](O[C@@H]1CO)N1C=2N=C(NC(C2N=C1)=O)NC(C(C)C)=O)O[Si](C)(C)C(C)(C)C